C1(CC1)OC1=NC(=NC=C1C(=O)NC1=C(C(=CC=C1Cl)O)Cl)SC 4-cyclopropoxy-N-(2,6-dichloro-3-hydroxyphenyl)-2-(methylsulfanyl)pyrimidine-5-carboxamide